3-(4-formyl-2,5-dimethoxyphenyl)piperidine-1-carboxylic acid tert-butyl ester C(C)(C)(C)OC(=O)N1CC(CCC1)C1=C(C=C(C(=C1)OC)C=O)OC